bishydroxyproline O[C@@]1(N(CCC1)O)C(=O)O